((1S,2R)-2-amino-2-(5-fluoro-2-methoxyphenyl)cyclopropyl)methanol N[C@]1([C@H](C1)CO)C1=C(C=CC(=C1)F)OC